N[C@@H]1C2=CC=CC=C2CC12CCN(CC2)C=2C(=NC(=CN2)C#CC2CC2)CO (S)-(3-(1-amino-1,3-dihydrospiro[inden-2,4'-piperidin]-1'-yl)-6-(cyclopropylethynyl)pyrazin-2-yl)methanol